6-bromo-5-(4-(4-(5-ethyl-6-oxo-1,6-dihydropyrimidin-2-yl)bicyclo[2.1.1]hexan-2-yl)piperazin-1-yl)-N-methylpicolinamide BrC1=C(C=CC(=N1)C(=O)NC)N1CCN(CC1)C1C2CC(C1)(C2)C=2NC(C(=CN2)CC)=O